ClC1=C(C(=NC2=C(C=C(C=C12)F)C(C)=O)C1CCOCC1)C1CC1 1-(4-chloro-3-cyclopropyl-6-fluoro-2-(tetrahydro-2H-pyran-4-yl)quinolin-8-yl)ethan-1-one